NC1=NNC2=C(C=C(C=C12)C1=CC(=NC=C1)NC(OC)=O)C#CC(C)(C)C methyl (4-(3-amino-7-(3,3-dimethylbut-1-yn-1-yl)-1H-indazol-5-yl)pyridin-2-yl)carbamate